CC/1(CN(CC\C1=C/C#CC1=NC(=CC=C1)C)C(=O)OCCCC)C butyl (4E)-3,3-dimethyl-4-[3-(6-methylpyridin-2-yl)prop-2-yn-1-ylidene]piperidine-1-carboxylate